C1(CC1)C1=CC=C(C=N1)N1N=CN=C1CNC(OC(C)(C)C)=O tert-butyl N-{[1-(6-cyclopropylpyridin-3-yl)-1H-1,2,4-triazol-5-yl]methyl}carbamate